2-(4-{6-[2-(4-Methoxy-2-methyl-indol-1-yl)-ethylamino]-pyrimidin-4-yl}-phenyl)-thiazol COC1=C2C=C(N(C2=CC=C1)CCNC1=CC(=NC=N1)C1=CC=C(C=C1)C=1SC=CN1)C